OC1=CC=C(C=C1)C(C)=O p-Hydroxyacetophenon